N1C=C(C2=CC=CC=C12)CCC(=O)NCCCCNC(OC(C)(C)C)=O tert-butyl (4-(3-(1H-indol-3-yl)propanamido)butyl)carbamate